(4-amino-1-tert-butyl-pyrazolo[3,4-d]pyrimidin-3-yl)-N-methyl-1H-indole-2-carboxamide NC1=C2C(=NC=N1)N(N=C2N2C(=CC1=CC=CC=C21)C(=O)NC)C(C)(C)C